3-(4-methoxybenzyloxy)-13-methyl-7,8,9,11,12,13,14,15,16,17-decahydro-6H-cyclopenta[a]phenanthren-17-ol COC1=CC=C(COC=2C=CC=3C4CCC5(C(CCC5C4CCC3C2)O)C)C=C1